CC1=NC(=NO1)C1=CC=C2C=CN=C(C2=C1)NCCN1C(C2=CC(=CC=C2C1)[N+](=O)[O-])=O [2-[[7-(5-methyl-1,2,4-oxadiazol-3-yl)-1-isoquinolinyl]amino]ethyl]-6-nitro-isoindolin-1-one